1-oxo-2-(4-(trifluoromethoxy)benzyl)-1,2,3,4-tetrahydroisoquinoline O=C1N(CCC2=CC=CC=C12)CC1=CC=C(C=C1)OC(F)(F)F